ClC=1C(=CC(=NC1)NC1CCC(CC1)NC(COCC1=NN=NN1)C)C1=NC(=CC=C1)NCC1(CCOCC1)C#N 5-[2-[[4-[[5-chloro-4-[6-[(4-cyanotetrahydropyran-4-yl)methylamino]-2-pyridyl]-2-pyridyl]amino]cyclohexyl]amino]propoxymethyl]tetrazol